4-(4-chloro-1H-indol-2-yl)-5-hydroxy-N-methoxy-2-oxo-5-pentyl-2,5-dihydrofuran-3-carboxamid ClC1=C2C=C(NC2=CC=C1)C1=C(C(OC1(CCCCC)O)=O)C(=O)NOC